C(N)(=O)C=1C(=NN(C1)[C@@H]1COCC[C@H]1C#N)NC1=CC(=C(C(=O)OC)C=C1)B1OC(C(O1)(C)C)(C)C methyl 4-[[4-carbamoyl-1-(trans-4-cyanotetrahydro-2H-pyran-3-yl)pyrazol-3-yl] amino]-2-(4,4,5,5-tetramethyl-1,3,2-dioxaborolan-2-yl)benzoate